(S)-beta-hydroxybutyrate O[C@H](CC(=O)[O-])C